COC1=NC=NC2=CC=C(C=C12)C=1C=CN2N=C(N=CC21)NCC(C(F)(F)F)(C)C 5-(4-methoxyquinazolin-6-yl)-N-(3,3,3-trifluoro-2,2-dimethylpropyl)pyrrolo[2,1-f][1,2,4]triazin-2-amine